17-acetyl-10,13-dimethyltetradecahydro-1H-cyclopenta[a]phenanthren-3(2H)-one C(C)(=O)C1CCC2C3CCC4CC(CCC4(C3CCC12C)C)=O